CN([C@H](CNC(=O)NC(CC1=CSC=C1)(C)C)CC1=CC(=CC=C1)O)C (S)-1-(2-(dimethylamino)-3-(3-hydroxyphenyl)propyl)-3-(2-methyl-1-(thiophen-3-yl)propan-2-yl)urea